NCCOC1=C(C(=O)O)C(=CC(=C1)F)F 2-(2-aminoethoxy)-4,6-difluorobenzoic acid